BrC=1N=C(C(=NC1)NC1CNCC1)C 5-bromo-3-methyl-N-(pyrrolidin-3-yl)pyrazin-2-amine